(R,R or S,S)-4-(4-(1-(1-(bicyclo[1.1.1]pentan-1-yl)-1H-pyrazol-4-yl)-5-chloro-1H-indazol-6-yl)piperidin-1-yl)tetrahydrofuran-3-ol C12(CC(C1)C2)N2N=CC(=C2)N2N=CC1=CC(=C(C=C21)C2CCN(CC2)[C@H]2[C@H](COC2)O)Cl |o1:25|